C(C#C)OC(=O)NCCCC[C@H](N)C(=O)O N6-propargyloxy-carbonyl-L-lysine